N-(sec-butyl)-N-methylnicotinamide C(C)(CC)N(C(C1=CN=CC=C1)=O)C